C1(CCCCC1)NC1=C(N=C2N1C=CN=C2)C2=C(C=C(C=C2)C=2C(=NOC2C)C)OC N-cyclohexyl-2-(4-(3,5-dimethylisoxazol-4-yl)-2-methoxyphenyl)imidazo[1,2-a]pyrazin-3-amine